C[Si](C)(C)C#CC1=CC=C(O1)C(=O)OC methyl 5-((trimethylsilyl)ethynyl)furan-2-carboxylate